C(C)(=O)N1S(C2=C(C=C(C=C2)C(C)(C)C)C12C(N(C(C2)=O)C)=O)(=O)=O 2-acetyl-5-tert-butyl-1'-methyl-2H-spiro[benzo[d]isothiazole-3,3'-pyrrolidine]-2',5'-dione 1,1-dioxide